ClC1=NC=CC(=C1OCC(=C)C)I 2-chloro-4-iodo-3-(2-methylallyloxy)pyridine